1,2,4,5-tetrazole N1N=CN=N1